1-cyclobutyl-1H-indole-2-carboxylic acid ethyl ester C(C)OC(=O)C=1N(C2=CC=CC=C2C1)C1CCC1